C[C@@H]1CCCC(=C1)C |r| (+-)-2,4-dimethyl-3-cyclohexene